S1C=NC2=C1C=CC(=C2)NC(=O)C2C(CN(CC2)S(=O)(=O)C2=CC1=C(N=CS1)C=C2)F N-(benzo[d]thiazol-5-yl)-1-(benzo[d]thiazol-6-ylsulfonyl)-3-fluoropiperidine-4-carboxamide